CC1=NN2C(N(CCC2)C(CCC(=O)NC2=CC=C(C=C2)C2=CC(=CC=C2)C(=O)O)=O)=C1 4'-(4-(2-methyl-6,7-dihydropyrazolo[1,5-a]pyrimidin-4(5H)-yl)-4-oxobutanamido)-[1,1'-biphenyl]-3-carboxylic acid